p-bromoiodophenylboronic acid BrC1=CC(=C(C=C1)B(O)O)I